C(#N)C1=CC=C(C2=CC=C(C=C12)C#N)N1CCN(CC1)C=1N=C2N(C(C1C)=O)C=C(C=C2[C@@H](C)NC2=C(C(=O)O)C=CC=C2)C (R)-2-((1-(2-(4-(4,6-dicyanonaphthalen-1-yl)piperazin-1-yl)-3,7-dimethyl-4-oxo-4H-pyrido[1,2-a]pyrimidin-9-yl)ethyl)amino)benzoic acid